beta-glycidoxybutyl-triethoxysilane C(C1CO1)OC(C[Si](OCC)(OCC)OCC)CC